2-(4-bromo-2-morpholino-phenoxy)-N-isopropyl-acetamide BrC1=CC(=C(OCC(=O)NC(C)C)C=C1)N1CCOCC1